CN1C2=C(C3=C1C(N(N=C3)CC3=NC(=CC=C3)N3CCCC3)=O)CCN(C2)S(=O)(=O)C 5-methyl-7-(methylsulfonyl)-3-((6-(pyrrolidin-1-yl)pyridin-2-yl)methyl)-3,5,6,7,8,9-hexahydro-4H-pyrido[4',3':4,5]pyrrolo[2,3-d]pyridazin-4-one